1-{(2S)-1-[(2S,4R)-4-hydroxy-2-({(1R)-2-hydroxy-1-[4-(4-Methyl-1,3-thiazol-5-yl)phenyl]ethyl}carbamoyl)pyrrolidin-1-yl]-3-methyl-1-oxobutan-2-yl}-1H-1,2,3-triazole O[C@@H]1C[C@H](N(C1)C([C@H](C(C)C)N1N=NC=C1)=O)C(N[C@@H](CO)C1=CC=C(C=C1)C1=C(N=CS1)C)=O